C(C)(C)(C)OC(=O)C1=CC=C(C=C1)N1N=CC(=C1)C(=O)OCC ethyl 1-(4-(tert-butoxycarbonyl)phenyl)-1H-pyrazole-4-carboxylate